COC(C(C=O)C1=CC=C(C=C1)OC(C)C)=O (4-Isopropoxyphenyl)-3-oxopropanoic acid methyl ester